(S)-1-(2-((S)-3-(Benzo[b]thiophen-4-ylamino)pyrrolidin-1-yl)acetyl)-4,4-difluoropyrrolidin-2-carbonitril S1C2=C(C=C1)C(=CC=C2)N[C@@H]2CN(CC2)CC(=O)N2[C@@H](CC(C2)(F)F)C#N